C[Si](CCOCOC(=O)N1CC=2NC=NC2C1)(C)C ((2-(trimethylsilyl) ethoxy) methyl)-4,6-dihydropyrrolo[3,4-d]imidazole-5(1H)-carboxylate